C(C1=CC=CC=C1)OC(CCC=C)=O Pent-4-Enoic Acid Benzyl Ester